tert-butyl 1-((1-(4-((2,6-dioxopiperidin-3-yl)amino)phenyl)piperidin-4-yl)methyl)piperidine-4-carboxylate O=C1NC(CCC1NC1=CC=C(C=C1)N1CCC(CC1)CN1CCC(CC1)C(=O)OC(C)(C)C)=O